3-(2,2-difluoroethoxy)isoxazole-5-carboxylic acid FC(COC1=NOC(=C1)C(=O)O)F